[Br-].OC(C)C=1N=C(NC1)CCCO 1-hydroxyethyl-3-hydroxypropyl-imidazole bromide salt